Cl.N[C@@H]1C(N(C2=C(OC1)C=C(C=N2)F)CC2=CC=C(C=C2)OC)=O (3S)-3-amino-8-fluoro-5-[(4-methoxyphenyl)methyl]-2,3-dihydropyrido[3,2-b][1,4]oxazepin-4-one hydrochloride